C(CCCCCCCC\C=C/CCCC)CC(=O)[O-] (Z)-10-Pentadecenylacetat